N-(3-bromophenyl)-2-(4H-1,2,4-triazol-4-yl)isonicotinamide BrC=1C=C(C=CC1)NC(C1=CC(=NC=C1)N1C=NN=C1)=O